ClC1=C2C(=NC=C1OC=1C=NN3C1C=NC(=C3)NC)N=C(N2C)NC=2C(N(C=C(C2)C2CC2)C)=O 3-((7-chloro-1-methyl-6-((6-(methylamino)pyrazolo[1,5-a]pyrazin-3-yl)oxy)-1H-imidazo[4,5-b]pyridin-2-yl)amino)-5-cyclopropyl-1-methylpyridin-2(1H)-one